NC1=NC=NN2C1=C(N=C2C(C)C)C2=CC=C(CC1OC3=C(C=CC=C3CC1)C(=O)N)C=C2 (4-(4-amino-7-isopropylimidazo[5,1-f][1,2,4]triazin-5-yl)benzyl)chromane-8-carboxamide